6-{4-[1-(propan-2-yl)piperidin-4-yl]phenyl}-3-(quinoxalin-6-yl)-1,2-dihydroquinolin-2-one CC(C)N1CCC(CC1)C1=CC=C(C=C1)C=1C=C2C=C(C(NC2=CC1)=O)C=1C=C2N=CC=NC2=CC1